Platinum-tungsten [W].[Pt]